methyltri(1,1-dimethylpropynyloxy)silane C[Si](OC(C#C)(C)C)(OC(C#C)(C)C)OC(C#C)(C)C